C(C)(C)C1=C(C=C(C=C1)\C=C\C1=CN=CS1)O (E)-2-isopropyl-5-[2-(thiazol-5-yl)vinyl]phenol